CC1=C(C=C(C=C1)[C@@H]1O[C@@H]([C@H]([C@@H]([C@H]1OCC1=CC=CC=C1)OCC1=CC=CC=C1)OCC1=CC=CC=C1)CC)CC1=CC=C(C=C1)CCCC(=O)NC(C(=O)N)C 2-[4-[4-[[2-methyl-5-[(2S,3S,4S,5R,6R)-3,4,5-tribenzyloxy-6-ethyl-tetrahydropyran-2-yl]phenyl]methyl]phenyl]butyramido]propionamide